C(=O)OCC(C)C.C(=O)OCC(C)C diisobutyl diformate